C(CCCCCCC)OC(C(=C)OS(=O)(=O)C1=C(C=C(C=C1C(C)C)C(C)C)C(C)C)=O 2,4,6-triisopropyl-benzenesulfonyloxyacrylic acid octyl ester